N1=C(N=CC=C1)N1CCCC1 1-(pyrimidin-2-yl)pyrrolidin